N-(3-chloro-4-fluorophenyl)-4-(5-(3-(difluoromethyl)-1-methyl-1H-pyrazol-4-yl)-5-hydroxyoctahydropentalen-2-yl)-1-methyl-1H-imidazole-5-carboxamide ClC=1C=C(C=CC1F)NC(=O)C1=C(N=CN1C)C1CC2CC(CC2C1)(O)C=1C(=NN(C1)C)C(F)F